O=C([C@H](C[C@H]1C(NCC1)=O)NC(=O)[C@H]1N(CC2(CC2)C1)C([C@@H](C)C1=CC=CC=C1)=O)COC(F)(F)F (S)-N-((S)-3-oxo-1-((S)-2-oxopyrrolidin-3-yl)-4-(trifluoromethoxy)butan-2-yl)-5-((S)-2-phenylpropionyl)-5-azaspiro[2.4]heptane-6-carboxamide